ClC1=C(C(=CC=C1)Cl)S(=O)(=O)N1CCN(CC1)C1=CC=CC2=C1C=C(O2)C(=O)NC2=CC(=C(C=C2)OC)C 4-(4-((2,6-dichlorophenyl)sulfonyl)piperazin-1-yl)-N-(4-methoxy-3-methylphenyl)benzofuran-2-carboxamide